o-toluidine-d7 [2H]C1=C(C(=C(C(=C1[2H])C([2H])([2H])[2H])N)[2H])[2H]